C(C)(C)(C)OC(NCC1=CC=C(C=C1)CSC1=NC(=C(C(=C1C#N)CC)C#N)N1CCC(CC1)N1CCCC1)=O 4-((3,5-dicyano-4-ethyl-6-(4-(pyrrolidin-1-yl)piperidin-1-yl)pyridin-2-ylthio)methyl)benzylcarbamic acid tert-butyl ester